OC1=CC=C(C=C1)/C=C/C(=O)C1=CC=C(C=C1)S(=O)(=O)NC 4-[(E)-3-(4-Hydroxyphenyl)prop-2-enoyl]-N-methylbenzenesulfonamide